C(C)(=O)C1=CN=C2C=C(C(NC2=C1)=O)C 7-acetyl-3-methyl-1H-1,5-naphthyridin-2-one